C(CCCC(=O)[O-])(=O)[O-] glutarat